5-(1-(4-(tert-butyl)benzyl)-1H-1,2,3-triazol-4-yl)benzene-1,2,3-triol C(C)(C)(C)C1=CC=C(CN2N=NC(=C2)C=2C=C(C(=C(C2)O)O)O)C=C1